[Na].C[Si](CCCNC1=NC(=NC(=N1)S)S)(OCC)OCC 6-(3-(monomethyldiethoxysilyl)propylamino)-1,3,5-triazine-2,4-dithiol monosodium